methyl (S)-2-(4-methoxybenzyl)-7-methyl-3-(2-azaspiro[3.5]nonan-7-yl)-3,7,8,9-tetrahydro-6H-imidazo[4,5-f]quinoline-6-carboxylate COC1=CC=C(CC=2N(C=3C(=C4CC[C@@H](N(C4=CC3)C(=O)OC)C)N2)C2CCC3(CNC3)CC2)C=C1